chloro-3-hydroxy-9H-xanthen-9-one ClC1=CC(=CC=2OC3=CC=CC=C3C(C12)=O)O